ClC=1N=C(C2=C(N1)NC=C2)NC2CCCCC2 2-chloro-N-cyclohexyl-7H-pyrrolo[2,3-d]pyrimidin-4-amine